1-[(1S,2S)-2-methyl-1-(5-oxo-4H-1,2,4-oxadiazol-3-yl)cyclopropyl]-5-tetrahydropyran-4-yl-indole-2-carboxylic acid C[C@@H]1[C@@](C1)(C1=NOC(N1)=O)N1C(=CC2=CC(=CC=C12)C1CCOCC1)C(=O)O